COC(C(C)(C)SC=1N=C(C2=C(N1)SC=C2)NC2=CC=C(C1=CC=CC=C21)C2CC2)=O 2-((4-((4-Cyclopropylnaphthalen-1-yl)amino)thieno[2,3-d]Pyrimidin-2-yl)thio)-2-methylpropanoic acid methyl ester